(2,4-dichlorophenyl)-5-(4-((1-(3-fluoropropyl)azetidin-3-yl)methyl)phenyl)-7,8-dihydronaphthalene-2-carboxylic acid hydrochloride Cl.ClC1=C(C=CC(=C1)Cl)C1=C(C=CC=2C(=CCCC12)C1=CC=C(C=C1)CC1CN(C1)CCCF)C(=O)O